1-phenyl-1-cyclopropyl-carboxylic acid C1(=CC=CC=C1)C1(CC1)C(=O)O